pentanoyl 2-propylheptanoyl peroxide C(CC)C(C(=O)OOC(CCCC)=O)CCCCC